C(C)(C)(C)OC(=O)N1CC2=CC(=CC=C2CC1)C=O 7-formyl-1,2,3,4-tetrahydroisoquinoline-2-carboxylic acid tert-butyl ester